CN1C2=CC=CC=C2N(C=2C=CC=CC12)C1=C(C=C(C=C1N1C=2C=CC=CC2N(C2=CC=CC=C12)C)N1C=2C=CC=CC2N(C2=CC=CC=C12)C)C=1OC2=C(N1)C=CC=C2 2-(2,3,5-tris(10-methylphenazin-5(10H)-yl)phenyl)benzo[d]oxazole